C(C)(C)(C)OC(=O)N1C2=C(OCC1)N=CC(=C2C)C=2C=C1C=C(N=CC1=C(C2F)Cl)NC2=CC=C1CC(N(CC1=C2)C)=O 7-(8-chloro-7-fluoro-3-((2-methyl-3-oxo-1,2,3,4-tetrahydroisoquinolin-7-yl)amino)isoquinolin-6-yl)-8-methyl-2,3-dihydro-1H-pyrido[2,3-b][1,4]oxazine-1-carboxylic acid tert-butyl ester